4-(oleoyloxy)-2,3-bis(((4-(pyrrolidin-1-yl)butyl)carbamoyl)oxy)butyl (9Z,12Z)-octadeca-9,12-dienoate C(CCCCCCC\C=C/C\C=C/CCCCC)(=O)OCC(C(COC(CCCCCCC\C=C/CCCCCCCC)=O)OC(NCCCCN1CCCC1)=O)OC(NCCCCN1CCCC1)=O